N-(4-Methoxybenzyl)-N-methyl-8-(4-(hydroxymethyl)phenyl)-9-(tetrahydro-2H-pyran-2-yl)-9H-purin-6-amine COC1=CC=C(CN(C2=C3N=C(N(C3=NC=N2)C2OCCCC2)C2=CC=C(C=C2)CO)C)C=C1